C(C)O[Si](OCC)(OCC)CCCN N-(triethoxysilylpropyl)amine